NC1=C(C(=NN1C(C)C)C1=C(C(=C(C=C1)C(C(=O)O)C)F)F)C#N 2-[4-(5-Amino-4-cyano-1-isopropylpyrazol-3-yl)-2,3-difluorophenyl]propanoic acid